CC1(CC2C3(CCCC(CCC12)(C3)C)OC(CO)C)C 2-((4,4,8-trimethyltricyclo[6.3.1.02,5]dodecan-1-yl)oxy)propan-1-ol